FC=1C=C(C=C(C1C=O)OC)C=1C(=C(C=CC1)C1=C(C(=CC=C1)NC(=O)C1=NC=NC=C1)C)C N-(3''-fluoro-4''-formyl-5''-methoxy-2,2'-dimethyl-[1,1':3',1''-terphenyl]-3-yl)pyrimidine-4-carboxamide